O-(2-tolyl)-L-serine C1(=C(C=CC=C1)OC[C@H](N)C(=O)O)C